C(C)(=O)NC=1C=C(C=CC1)C1=NSC(=C1C1CC1)C(=O)NC1=CC(=NC=C1)C(F)(F)F 3-(3-ACETAMIDOPHENYL)-4-CYCLOPROPYL-N-(2-(TRIFLUOROMETHYL)PYRIDIN-4-YL)ISOTHIAZOLE-5-CARBOXAMIDE